2-propyl-glycidyl acrylate C(C=C)(=O)OC(C1CO1)C(C)C